ClC1=C(C(=CC=C1)Cl)C1(CN(C1)C(=O)OCCCC)O butyl 3-(2,6-dichlorophenyl)-3-hydroxy-azetidine-1-carboxylate